Heneicosyl 8,8'-((3-((2-hydroxyethyl)(8-carbonyl-8-(undecyloxy)octyl)amino)propyl)azanediyl)dioctanoate OCCN(CCCN(CCCCCCCC(=O)[O-])CCCCCCCC(=O)OCCCCCCCCCCCCCCCCCCCCC)CCCCCCCC(OCCCCCCCCCCC)=C=O